C[C@@H](OCCOCCOCCOC)[C@@H](CO[Si](C(C)(C)C)(C)C)N1CCS(CC1)(=O)=O 4-((12R,13R)-12,16,16,17,17-pentamethyl-2,5,8,11,15-pentaoxa-16-silaoctadecan-13-yl)thiomorpholine 1,1-dioxide